CC(C(=O)OCC1=CC=C(C=C1)S(=O)(=O)COC)(C)[C@H]1C=2N(C3=C(C(=N1)C1=CC=C(C=C1)Cl)C(=C(S3)C)C)C(=NN2)C |r| (4-((methoxymethyl)sulfonyl)phenyl)methanol (±)-methyl-(S)-2-((S)-4-(4-chlorophenyl)-2,3,9-trimethyl-6H-thieno[3,2-f][1,2,4]triazolo[4,3-a][1,4]diazepin-6-yl)propanoate